ammonium [3-[tert-butyl(dimethyl)silyl]oxy-5-(5-fluoro-2,4-dioxo-pyrimidin-1-yl)tetrahydrofuran-2-yl]methyl 3-hexadecoxypropyl phosphate P(=O)(OCC1OC(CC1O[Si](C)(C)C(C)(C)C)N1C(NC(C(=C1)F)=O)=O)(OCCCOCCCCCCCCCCCCCCCC)[O-].[NH4+]